(4-chlorobenzyl)-1-(4-(pyridin-4-yl)phenyl)pyrrolidin-2-one ClC1=CC=C(CC2C(N(CC2)C2=CC=C(C=C2)C2=CC=NC=C2)=O)C=C1